COC(CNC(=O)C1=NC(=NC=C1Br)SC)OC N-(2,2-dimethoxyethyl)-2-methylthio-5-bromopyrimidine-4-formamide